NC1=NC(=C(C=C1C=1C=C2CCNC(C2=CC1)=O)C1=CC(=C(C=C1)OC)CN1CCC(CC1)OC)F 6-(2-amino-6-fluoro-5-(4-methoxy-3-((4-methoxypiperidin-1-yl)methyl)phenyl)pyridin-3-yl)-3,4-dihydroisoquinolin-1(2H)-one